C(CCCCCCCCCCC)C1=C(C=CC=C1)S(=O)(=O)O.C1(=CC=CC=C1)S(=O)(=O)OCCCCCCCCCCCC dodecyl benzenesulfonate (dodecyl benzenesulfonate)